ClC=1C=C(OC=2C=C3C=C(NC3=CC2)C(=O)NS(=O)(=O)C2=CC(=C(C(=C2)F)F)F)C=CC1Cl 5-(3,4-dichlorophenoxy)-N-((3,4,5-trifluorophenyl)sulfonyl)-1H-indole-2-carboxamide